NC1=C(C=CC(=N1)C(=O)N1CCCCC1)N1CCCCC1 (6-amino-5-(piperidin-1-yl)pyridin-2-yl)(piperidin-1-yl)methanone